ClC1=C(C(=O)C=2C(CCCC2O)=O)C=CC(=C1COC1=CC(=NN1C)C)Cl 2-(2,4-dichloro-3-((1,3-dimethyl-1H-pyrazol-5-oxy)methyl)benzoyl)-3-hydroxycyclohex-2-enone